N1N=NC(=C1)C(=O)O 1,2,3-triazole-4-carboxylic acid